CC1=C(C=C(C=C1)N1CCN(CC1)C(=O)OC(C)(C)C)NC(C(C)N1C=C(C2=CC=CC=C12)C)=O tert-butyl 4-[4-methyl-3-[2-(3-methylindol-1-yl)propanoylamino]phenyl]piperazine-1-carboxylate